N-(1-(pentylcarbamoyl)-2-phenylethyl)butyramide C(CCCC)NC(=O)C(CC1=CC=CC=C1)NC(CCC)=O